phenylbenzo[d][1,2]selenazole-3(2H)-one C1(=CC=CC=C1)N1[Se]C2=C(C1=O)C=CC=C2